(Z)-methyl-6-(2-(dimethylamino)-3-(octadec-9-en-1-yloxy)propoxy)hexanoate COC(CCCCCOCC(COCCCCCCCC\C=C/CCCCCCCC)N(C)C)=O